C(C)OC(=O)C1=NOC(=C1)C=1C=NC(=C(C1)F)C1(CCC(CC1)(F)F)C.FC1(CCC(CC1)(C)C1=C(C=C(C=N1)C1=CC(=NO1)C(=O)O)F)F 5-[6-(4,4-difluoro-1-methylcyclohexyl)-5-fluoropyridin-3-yl]-1,2-oxazole-3-carboxylic acid Ethyl-5-[6-(4,4-difluoro-1-methylcyclohexyl)-5-fluoropyridin-3-yl]-1,2-oxazole-3-carboxylate